C(C)(C)(C)OC(=O)N1CC=2C(=CN(C(C2CC1)=O)C)Br 8-bromo-6-methyl-5-oxo-3,4,5,6-tetrahydro-2,6-naphthyridine-2(1H)-carboxylic acid tert-butyl ester